tert-butyl 4-[(2-oxo-3-phenyl-1,2-dihydropyridin-1-yl)methyl]piperidine-1-carboxylate O=C1N(C=CC=C1C1=CC=CC=C1)CC1CCN(CC1)C(=O)OC(C)(C)C